(R)-α-cyano-3-phenoxybenzyl (R)-2-(2-chloro-4-trifluoromethylphenylamino)-3-methylbutanoate ClC1=C(C=CC(=C1)C(F)(F)F)N[C@@H](C(=O)O[C@H](C1=CC(=CC=C1)OC1=CC=CC=C1)C#N)C(C)C